arsenic butyl xanthate O(C(=S)[S-])CCCC.[As+3].C(CCC)OC(=S)[S-].C(CCC)OC(=S)[S-]